4-[(2,6-difluorophenyl)methyl]-N-{[4-(furan-2-yl)phenyl]methyl}-6-methyl-1-(2-methylpropanoyl)piperazine-2-carboxamide FC1=C(C(=CC=C1)F)CN1CC(N(C(C1)C)C(C(C)C)=O)C(=O)NCC1=CC=C(C=C1)C=1OC=CC1